[Si](C)(C)(C(C)(C)C)O[C@H]1C[C@@H](CCC1)N1C=C(C2=C1N=NC(=C2)C2=C(C=C(C=C2C)C(F)(F)F)OCOC)C 7-[(1R,3R)-3-{[tert-butyl(dimethyl)silyl]oxy}cyclohexyl]-3-[2-(methoxymethoxy)-6-methyl-4-(trifluoromethyl)phenyl]-5-methyl-7H-pyrrolo[2,3-c]pyridazine